4-(4-chlorobenzyl)-2-methylphenol ClC1=CC=C(CC2=CC(=C(C=C2)O)C)C=C1